4-(((2-methoxy-4-(methoxycarbonyl)-6-nitrophenyl) amino) but-2-en-1-yl)-7-(3-morpholinopropoxy)-1H-benzo[d]imidazole-5-carboxylate COC1=C(C(=CC(=C1)C(=O)OC)[N+](=O)[O-])NCC=CCC1=C(C=C(C=2NC=NC21)OCCCN2CCOCC2)C(=O)[O-]